methyl 2-((4-(3-bromophenyl)-4-methyl-5-oxohexyl)oxy)-2-methylpropanoate BrC=1C=C(C=CC1)C(CCCOC(C(=O)OC)(C)C)(C(C)=O)C